CC1=C2C(=C(N(C2=CC=C1)S(=O)(=O)C1=CC=C(C=C1)C)C)C(=O)N dimethyl-1-(4-methylbenzenesulfonyl)indole-3-carboxamide